CC(C)(C)OC(=O)NC(CCC(=O)OCC1=CC=CC=C1)C(=O)O boc-L-glutamic acid gamma-benzyl ester